C(#N)C1=NC=C(C=N1)OC1=CC=C(C=C1)C(C)(C)C1=CC=C(OC2CC(C2)NC(OC(C)(C)C)=O)C=C1 tert-butyl ((1r,3r)-3-(4-(2-(4-((2-cyanopyrimidin-5-yl)oxy) phenyl)propan-2-yl)phenoxy)cyclobutyl)carbamate